ClC1=C(C=C2C(CN(C2=C1)C(CN1[C@H](CN[C@@H](C1)C)COC)=O)(C)C)C1=NC(=NO1)C 1-[6-Chloro-3,3-dimethyl-5-(3-methyl-1,2,4-oxadiazol-5-yl)-2,3-dihydro-1H-indol-1-yl]-2-[(2R,5R)-2-(methoxymethyl)-5-methylpiperazin-1-yl]ethan-1-one